CN(CCCC(=O)OC(CCCC(=O)OC(COC(CCC1CCCCC1)=O)COC(CCC1CCCCC1)=O)CCCC(=O)OC(COC(CCC1CCCCC1)=O)COC(CCC1CCCCC1)=O)C bis(1,3-bis((3-cyclohexylpropanoyl)oxy)propan-2-yl) 5-((4-(dimethyl amino)butanoyl)oxy)nonanedioate